5-[4-(5-chlorooxazolo[4,5-b]pyridin-2-yl)piperazine-1-carbonyl]-2-[1-(2,2-dimethylpropyl)triazol-4-yl]benzonitrile ClC1=CC=C2C(=N1)N=C(O2)N2CCN(CC2)C(=O)C=2C=CC(=C(C#N)C2)C=2N=NN(C2)CC(C)(C)C